1-(4-(difluoromethoxy)-3-methoxyphenyl)ethanone FC(OC1=C(C=C(C=C1)C(C)=O)OC)F